FC(S(=O)(=O)C=1C(=C(C=CC1)C(C)NS(=O)C(C)(C)C)C)F N-(1-(3-((difluoromethyl)sulfonyl)-2-methylphenyl)ethyl)-2-methylpropane-2-sulfinamide